ClC=1C=C(C(=NC1)C1=CN=C(N=N1)SC)OCOC 6-(5-chloro-3-(methoxymethoxy)pyridin-2-yl)-3-(methylthio)-1,2,4-triazine